BrC=1C2=C(C(=NC1)C1=CC(=C(C=C1)S(=O)(=O)C)C)C(=NN2C2OCCCC2)C2CC2 7-bromo-3-cyclopropyl-4-(3-methyl-4-methanesulfonyl-phenyl)-1-tetrahydropyran-2-yl-pyrazolo[4,3-c]Pyridine